COC1=C(C=C(C=C1)NCCO)N 1-methoxy-2-amino-4-(2-hydroxyethylamino)-benzene